FC(C)(F)C1=NC(=CC(=C1)O)C 2-(1,1-difluoroethyl)-6-methylpyridin-4-ol